(2-chloro-3,4-dihydroxy-phenyl)methanone hydrochloride Cl.ClC1=C(C=CC(=C1O)O)C=O